2-(3-Bromo-5-tert-butyl-4-hydroxybenzylidene)propanedinitrile BrC=1C=C(C=C(C#N)C#N)C=C(C1O)C(C)(C)C